difluoro-2,2'-bipyridine bis-trifluoromethanesulfonate FC(S(=O)(=O)O)(F)F.FC(S(=O)(=O)O)(F)F.FC1=C(C(=NC=C1)C1=NC=CC=C1)F